N,N'-(disulfanediylbis(4,1-phenylene))bis(4-azido-2,3,5,6-tetrafluorobenzamide) S(SC1=CC=C(C=C1)NC(C1=C(C(=C(C(=C1F)F)N=[N+]=[N-])F)F)=O)C1=CC=C(C=C1)NC(C1=C(C(=C(C(=C1F)F)N=[N+]=[N-])F)F)=O